1-(4-(5-hydroxyspiro[2.3]hexan-5-yl)pyridin-2-yl)-N-(1-methyl-1H-indazol-7-yl)-1H-pyrazole-4-sulfonamide OC1(CC2(CC2)C1)C1=CC(=NC=C1)N1N=CC(=C1)S(=O)(=O)NC=1C=CC=C2C=NN(C12)C